methylene-bis-(4-isocyanatocycloheptane) C(C1CCC(CCC1)N=C=O)C1CCC(CCC1)N=C=O